fluoro-1-[(cis)-3-hydroxy-3-methylcyclobutyl]-7-(trifluoromethyl)-1H-indazol-5-ol FC1=NN(C2=C(C=C(C=C12)O)C(F)(F)F)C1CC(C1)(C)O